FC(OC1=CC=C(C=C1)C1(CC1)C(=O)N1[C@@H](CCCCC1)C(=O)O)(F)F (2S)-1-[1-[4-(Trifluoromethoxy)phenyl]cyclopropanecarbonyl]azepane-2-carboxylic acid